3-(2-(dispiro[2.0.24.13]heptan-7-yl)ethoxy)-1H-pyrazole C1CC12C1(CC1)C2CCOC2=NNC=C2